5-(3-(3-(2-cyclohexylethyl)-1H-pyrazol-5-yl)-2-fluoro-6-hydroxyphenyl)-1,2,5-thiadiazolidin-3-one 1,1-dioxide C1(CCCCC1)CCC1=NNC(=C1)C=1C(=C(C(=CC1)O)N1CC(NS1(=O)=O)=O)F